N-(3-chloro-5-(methylsulfonyl)phenyl)-5-(5-ethoxypyridin-2-yl)-1-methyl-1H-pyrrole-3-carboxamide ClC=1C=C(C=C(C1)S(=O)(=O)C)NC(=O)C1=CN(C(=C1)C1=NC=C(C=C1)OCC)C